2-((4-phenoxybutyryl)-glycyl)-2-azaspiro[4.4]nonane-3-carboxamide O(C1=CC=CC=C1)CCCC(=O)NCC(=O)N1CC2(CC1C(=O)N)CCCC2